3-(4-cyano-2-methoxy-phenoxy)-5-methyl-6-phenyl-pyridazine-4-carboxylic acid methyl ester COC(=O)C1=C(N=NC(=C1C)C1=CC=CC=C1)OC1=C(C=C(C=C1)C#N)OC